C=1(C(=CC=CC1)C=CC(=O)O)C(=O)C(O)C1=CC=CC=C1.C(C=C)(=O)OC(C(C1=CC=CC=C1)=O)C1=CC=CC=C1 2-oxo-1,2-diphenylethyl acrylate (benzoinacrylate)